2-[[2-[2-[2-[2-[2-[2-[tert-butyl(dimethyl)silyl]oxyethoxy]ethoxy]ethoxy]ethoxy]ethoxy]ethoxy]ethoxy]ethanol [Si](C)(C)(C(C)(C)C)OCCOCCOCCOCCOCCOCCOCCOCCO